4-(5-{2-[ethyl(isopropyl)carbamoyl]-4-fluorophenyl}-6-[(methylsulfonyloxy)methyl]pyridazin-3-yl)-1,2,3,6-tetrahydropyridine-1-carboxylic acid tert-butyl ester C(C)(C)(C)OC(=O)N1CCC(=CC1)C=1N=NC(=C(C1)C1=C(C=C(C=C1)F)C(N(C(C)C)CC)=O)COS(=O)(=O)C